ClC=1C=C(CC2=CC=NC=C2)C=CC1 4-(3-chlorobenzyl)pyridine